CC1OC(OCC1)C 1,3-dimethyl-2,4-dioxan